FC=1C=CC(=C(C#N)C1)OCC1=CC=C(C=C1)OC 5-fluoro-2-((4-methoxybenzyl)oxy)benzonitrile